1-((2R,3R,4R,5R)-3-((tert-butyldimethylsilyl)oxy)-5-(((tert-butyldimethylsilyl)oxy)methyl)-4-hydroxytetrahydrofuran-2-yl)pyrimidine-2,4(1H,3H)-dione [Si](C)(C)(C(C)(C)C)O[C@H]1[C@@H](O[C@@H]([C@H]1O)CO[Si](C)(C)C(C)(C)C)N1C(NC(C=C1)=O)=O